[Pt+2].S(=O)(=O)([O-])[O-] sulfate platinum (II)